2-Chloro-N,2-diphenylacetamide ClC(C(=O)NC1=CC=CC=C1)C1=CC=CC=C1